(S)-N'-((1,2,3,5,6,7-hexahydrodicyclopenta[b,e]pyridin-8-yl)carbamoyl)-3-(2-hydroxypropan-2-yl)benzene-sulfonimidamide C1CCC2=NC3=C(C(=C21)NC(=O)N=[S@@](=O)(N)C2=CC(=CC=C2)C(C)(C)O)CCC3